Bis(4-chlorobenzyl)oxalate ClC1=CC=C(COC(C(=O)OCC2=CC=C(C=C2)Cl)=O)C=C1